C[C@@](COC1=C(C=C(C=C1)C1=NC=NC2=CC=CC=C12)C(F)(F)F)(CC(C)C)N (S)-2,4-dimethyl-1-(4-(quinazolin-4-yl)-2-(trifluoromethyl)phenoxy)pentan-2-amine